The molecule is a lignan that is 1,2,3,4-tetrahydronaphthalene substituted by methyl groups at positions 2 and 3, a hydroxy group at position 7, a methoxy group at position 6 and a 3,4-dihydroxyphenyl group at position 1. It has been isolated from the bark of Machilus robusta. It has a role as a plant metabolite. It is a lignan, a member of catechols and a member of guaiacols. C[C@H]1CC2=CC(=C(C=C2[C@@H]([C@H]1C)C3=CC(=C(C=C3)O)O)O)OC